(Z)-3-[2-(piperidin-4-yl)ethyliden]-6alpha-hydroxyandrostane-17-one N1CCC(CC1)C\C=C\1/CC2[C@H](C[C@H]3[C@@H]4CCC([C@@]4(C)CC[C@@H]3[C@]2(CC1)C)=O)O